COC(CCC(CN1C(C2=CC=CC=C2C1=O)=O)=O)=O 5-(1,3-dioxoisoindol-2-yl)-4-oxopentanoic acid methyl ester